N,N'-dimethyl-N,N'-dinitrosophthalamide CN(C(C=1C(C(=O)N(N=O)C)=CC=CC1)=O)N=O